(di-4-tolylaminophenyl)cyclohexane C1(=CC=C(C=C1)N(C1=CC=C(C=C1)C)C1=C(C=CC=C1)C1CCCCC1)C